N[C@@]1(C([C@@H](CC1)NC=1C=2N(N=CC1C(N)=NC1=C(C=C(C=C1)O)Cl)C=C(C2)Br)(C)C)C 4-(((1R,3S)-3-amino-2,2,3-trimethylcyclopentyl)amino)-6-bromo-N'-(2-chloro-4-hydroxyphenyl)pyrrolo[1,2-b]pyridazine-3-carboximidamide